7-amino-4-fluoro-1H-indole-3-carbonitrile NC=1C=CC(=C2C(=CNC12)C#N)F